NC1=NOC2=C1C(=CC=C2)C2=CC(=C(C=C2)NC(=O)NC2=CC(=CC=C2)OC(F)(F)F)Cl 1-(4-(3-Aminobenzo[d]isoxazol-4-yl)-2-chlorophenyl)-3-(3-(trifluoromethoxy)phenyl)urea